C(C1=CC=CC=C1)OC1=C(C=C2C=CC(=NC2=C1)OC=1C=C2C=C(NC2=CC1)C)OC 7-(benzyloxy)-6-methoxy-2-[(2-methyl-1H-indol-5-yl)oxy]quinoline